(2R,3R)-3-((1-(2,5-difluorophenyl)-1H-1,2,3-triazol-4-yl)-methoxy)-2-(2,4-difluorophenyl)-1-(1H-1,2,4-triazol-1-yl)butan-2-ol FC1=C(C=C(C=C1)F)N1N=NC(=C1)CO[C@@H]([C@@](CN1N=CN=C1)(O)C1=C(C=C(C=C1)F)F)C